N=1SN=C2C1C=CC=C2NS(=O)(=O)C2=CNC1=NC(=CC=C12)Br N-(2,1,3-benzothiadiazol-4-yl)-6-bromo-1H-pyrrolo[2,3-b]pyridine-3-sulfonamide